2-(2-(3-Oxa-6-azabicyclo[3.1.1]heptan-6-yl)-6-methoxybenzo[d]thiazole-7-carboxamido)-5-methoxybenzoic acid C12COCC(N1C=1SC3=C(N1)C=CC(=C3C(=O)NC3=C(C(=O)O)C=C(C=C3)OC)OC)C2